C(C1=CC=CC=C1)OC(=O)N(CCCC(=O)OC(C)(C)C)CCN(C(=O)OCCl)C(=O)OCC1=CC=CC=C1 tert-butyl 4-(((benzyloxy)carbonyl)(2-(((benzyloxy)carbonyl)((chloromethoxy)carbonyl)amino)ethyl)amino)butanoate